OC1=C(C(OC2=CC=CC=C12)=O)C1CCCC2=CC=CC=C12 4-hydroxy-3-(1,2,3,4-tetrahydronaphthalen-1-yl)chromen-2-one